4-(6-(Tert-Butylsulfonyl)-7-methoxyimidazo[1,2-a]pyridin-3-yl)thiazol-2-amine C(C)(C)(C)S(=O)(=O)C=1C(=CC=2N(C1)C(=CN2)C=2N=C(SC2)N)OC